5-(2,4-difluorophenyl)-2-(hydroxymethyl)-3,4-dihydro-2H-pyrano[2,3-b]Pyridine-7-carboxylic acid FC1=C(C=CC(=C1)F)C1=C2C(=NC(=C1)C(=O)O)OC(CC2)CO